4-bromo-2-methoxy-N-((5-(thiophen-2-yl)-1,3,4-oxadiazol-2-yl)methyl)benzamide BrC1=CC(=C(C(=O)NCC=2OC(=NN2)C=2SC=CC2)C=C1)OC